FC(C(=O)N1[C@@H](C[C@H](C1)O)C(=O)NCCN1C=NC=2C=NC(=CC21)NC=2SC(=CN2)C2=NC=CC=C2F)=C (2S,4R)-1-(2-fluoroprop-2-enoyl)-N-[2-[6-[[5-(3-fluoro-2-pyridyl)thiazol-2-yl]amino]imidazo[4,5-c]pyridin-1-yl]ethyl]-4-hydroxy-pyrrolidine-2-carboxamide